1,1-dichlorobenzene ClC1(CC=CC=C1)Cl